1-(azidomethyl)-3,3-dimethylcyclohexanol N(=[N+]=[N-])CC1(CC(CCC1)(C)C)O